CN(C(C)(C)C)CCOC(C)O N-methyl-tert-butylaminoethyloxyethanol